5-benzylthio-2-(4-bromophenyl)thiazole C(C1=CC=CC=C1)SC1=CN=C(S1)C1=CC=C(C=C1)Br